4-chloro-2-(4-chlorophenyl)-5-(tetrahydropyran-3-ylmethylamino)pyridazin-3-one ClC=1C(N(N=CC1NCC1COCCC1)C1=CC=C(C=C1)Cl)=O